4-((3R,4R)-4-((tert-butyldiphenylsilyl)oxy)-3-ethyltetrahydrofuran-3-yl)piperazine-1-carboxylic acid tert-butyl ester C(C)(C)(C)OC(=O)N1CCN(CC1)[C@@]1(COC[C@@H]1O[Si](C1=CC=CC=C1)(C1=CC=CC=C1)C(C)(C)C)CC